(E)-1-(2-methoxyphenyl)-3-(4-(vinyloxy)phenyl)prop-2-en-1-one COC1=C(C=CC=C1)C(\C=C\C1=CC=C(C=C1)OC=C)=O